methyl 8-cyclopropyl-2-[(pyridin-2-yl) methyl]-4,5-dihydro-2H-furo[2,3-g]indazole-7-carboxylate C1(CC1)C1=C(OC=2CCC3=CN(N=C3C21)CC2=NC=CC=C2)C(=O)OC